1-methylpyrrol CN1C=CC=C1